C[C@H](CCC1=CC=C(C=C1)C1=C(C=CC=C1)C=1C2=CC=C(C=3C=4C=CC=C5C=CC=C(C(=C(C1)Cl)C23)C54)Cl)CCC=C(C)C 4-[4'-((3S)-3,7-dimethyl-6-octenyl)biphenylyl]-1,6-dichloro-perylene